3-((2-((2-(difluoromethoxy)-4-(4-methylpiperazin-1-yl)phenyl)-amino)-5-(trifluoromethyl)pyrimidin-4-yl)amino)thiophene-2-carboxamide FC(OC1=C(C=CC(=C1)N1CCN(CC1)C)NC1=NC=C(C(=N1)NC1=C(SC=C1)C(=O)N)C(F)(F)F)F